O[C@H]1C[C@@H](CC1)CN(CCCCCCCC(=O)N(CCCCCCCCCC)CCCCCCCCCC)CCCCCCCC(=O)N(CCCCCCCCCC)CCCCCCCCCC 8,8'-((((1R,3R)-3-hydroxycyclopent-yl)methyl)azanedi-yl)bis(N,N-didecyl-octanamide)